N,N-dimethyl-N',N'-di(2-hydroxypropyl)-1,3-propanediamine CN(CCCN(CC(C)O)CC(C)O)C